CN(C(CO)=O)C N,N-dimethyl-hydroxyl-acetamide